(Z)-2-(methoxycarbonyl)hex-2-en-1-sulfonic acid sodium salt [Na+].COC(=O)/C(/CS(=O)(=O)[O-])=C/CCC